FC1=CC=CC2=C3C=4N(CCOC4N=C12)CC1CNCCN13 10-Fluoro-2,3,4,4a,6,7-hexahydro-8-oxa-3,5a,9,13c-tetraazanaphtho[3,2,1-de]anthracene